2-((2,2''-dinitro-[1,1':3',1''-terphenyl]-2'-yl)oxy)-N,N-dimethylethan-1-amine [N+](=O)([O-])C1=C(C=CC=C1)C1=C(C(=CC=C1)C1=C(C=CC=C1)[N+](=O)[O-])OCCN(C)C